C(C)(C)(C)OC(NC1=C(C=C(C=C1)O)C=O)=O (2-FORMYL-4-HYDROXY-PHENYL)-CARBAMIC ACID TERT-BUTYL ESTER